OCC(=O)[C@@H](O)[C@H](O)[C@H](O)C 6-desoxyfructose